C(C1=CC=CC=C1)(=O)OCCCCCOCCCOCC1=NC(=NO1)C1=NC=C(C=C1C)[N+](=O)[O-] 5-(3-{[3-(3-Methyl-5-nitropyridin-2-yl)-1,2,4-oxadiazol-5-yl]methoxy}propoxy)pentyl benzoate